C(C)OC(CCC(=O)C1=NC(=CC(=C1O)Br)CC1=CC(=CC=C1)C(F)(F)F)=O 4-[4-Bromo-3-hydroxy-6-(3-trifluoromethyl-benzyl)-pyridin-2-yl]-4-oxo-butyric acid ethyl ester